CC1=CC=2N(N=C1N1CC=3C=C(C=NC3CC1)C=1N=C(SC1)C)C(C=CN2)=O 8-methyl-7-(3-(2-methylthiazol-4-yl)-7,8-dihydro-1,6-naphthyridin-6(5H)-yl)-4H-pyrimido[1,2-b]pyridazin-4-one